C[C@H]1C(O[C@H](C(O1)=O)C)=O (3S,6S)-3,6-dimethyl-1,4-dioxane-2,5-dione